3-(3-(4-bromophenyl)-8-methyl-1,4,8-triazaspiro[4.5]decan-1,3-dien-2-yl)-N-(quinolin-3-yl)acrylamide BrC1=CC=C(C=C1)C=1C(=NC2(N1)CCN(CC2)C)C=CC(=O)NC=2C=NC1=CC=CC=C1C2